COC(=O)C1=CC=C(C=C1)N1C(CN(CC1C)C(=O)OC(C)(C)C)C tert-butyl 4-(4-(methoxycarbonyl) phenyl)-3,5-dimethylpiperazine-1-carboxylate